1-Butyl-3-methylimidazolium trifluoromethanesulfonate FC(S(=O)(=O)[O-])(F)F.C(CCC)N1C=[N+](C=C1)C